C(C)(C)C1CCN(CC1)C=1N=CC=NC1 5-(4-isopropylpiperidin-1-yl)pyrazin